C[C@@H]1O[C@@H](CN(C1)C1=CC=C(C(=N1)CCC)C1(CC2(C1)CC(C2)N)N)C 2-(6-((2S,6R)-2,6-dimethylmorpholino)-2-propylpyridin-3-yl)spiro[3.3]heptane-2,6-diamine